CC1=CC(=CC(=N1)N1C(OCC1C(=O)N)=O)C(F)(F)F 3-(6-methyl-4-(trifluoromethyl)pyridin-2-yl)-2-oxooxazolidine-4-carboxamide